tert-butyl 4-[(4-bromo-3-fluoro-phenyl)methyl]-piperazine-1-carboxylate BrC1=C(C=C(C=C1)CN1CCN(CC1)C(=O)OC(C)(C)C)F